Cl.C(C)N1N=CC=2C1=NC(=NC2N)SCC 1-ethyl-6-(ethylthio)-1H-pyrazolo[3,4-d]pyrimidin-4-amine hydrochloride